(Z)-N,N-dimethyl-2-[4-(1,2-diphenyl-1-butenyl)phenoxy]-ethylamine Citrate C(CC(O)(C(=O)O)CC(=O)O)(=O)O.CN(C)CCOC1=CC=C(C=C1)\C(=C(\CC)/C1=CC=CC=C1)\C1=CC=CC=C1